COC([C@H](N)CC1=CC=C(C=C1)O)=O (D)-4-hydroxyphenylalanine methyl ester